9,9'-Spirobi[fluorene]-2,7-diyl-bis(1,3-dioxo-1,3-dihydroisobenzofuran-5-carboxylate) C1=C(C=CC=2C3=CC=C(C=C3C3(C12)C1=CC=CC=C1C=1C=CC=CC13)C1=C3C(OC(C3=CC=C1C(=O)[O-])=O)=O)C1=C3C(OC(C3=CC=C1C(=O)[O-])=O)=O